N-[(2R)-1-{3-[4-(2-boronoethyl)-2-carboxy-3-hydroxyphenoxy]azetidin-1-yl}-1-oxopropan-2-yl]-D-α-asparagine B(O)(O)CCC1=C(C(=C(OC2CN(C2)C([C@@H](C)N[C@H](CC(=O)O)C(N)=O)=O)C=C1)C(=O)O)O